N[C@H](CCCNC(N)=N)C(=O)O R-arginine